7-chloro-N-(4-(hydroxymethyl)tetrahydro-2H-pyran-4-yl)-2-methyl-5-((4-methylthiazol-5-yl)methoxy)benzofuran-3-carboxamide ClC1=CC(=CC=2C(=C(OC21)C)C(=O)NC2(CCOCC2)CO)OCC2=C(N=CS2)C